3-n-butylstyrene C(CCC)C=1C=C(C=C)C=CC1